Aminopropionitrile p-toluenesulfonate CC1=CC=C(C=C1)S(=O)(=O)O.NC(C#N)C